C(C)C=1N=C2N(C=C(C=C2)I)C1NC=O N-(2-Ethyl-6-iodo-imidazo[1,2-a]pyridin-3-yl)-formamide